1-[4-(4-hydroxy-8-methoxy-pyrido[3,4-d]pyrimidin-6-yl)-1-piperidyl]ethanone OC=1C2=C(N=CN1)C(=NC(=C2)C2CCN(CC2)C(C)=O)OC